C(C)OC(=O)C1CCCCC1 cyclohexane-1-carboxylic acid ethyl ester